(S)-6-(((2-methoxypyridin-3-yl)(1-(1-(trifluoromethyl)cyclopropyl)-1H-1,2,3-triazol-4-yl)methyl)amino)-4-(neopentylamino)quinoline-3,8-dicarbonitrile COC1=NC=CC=C1[C@@H](C=1N=NN(C1)C1(CC1)C(F)(F)F)NC=1C=C2C(=C(C=NC2=C(C1)C#N)C#N)NCC(C)(C)C